OC(C)(C)C=1C=C(SC1)[S@](=O)(N)=NC(NC1=C2C(=NC(=C1C)C(F)(F)F)CCC2)=O (S)-4-(2-Hydroxypropan-2-yl)-N'-((3-methyl-2-(trifluoromethyl)-6,7-dihydro-5H-cyclopenta[b]pyridin-4-yl)carbamoyl)thiophene-2-sulfonimidamide